(2S,4S)-4-fluoro-4-(hydroxymethyl)-5-oxopyrrolidin F[C@@]1(CCNC1=O)CO